CC1=CC=C(C=C1)S(=O)(=O)N1CC(C1)=O 1-p-toluenesulfonyl-3-oxo-azetidine